C(C1=CC=CC=C1)(=O)OCC(COC(C1=CC=CC=C1)=O)(C)C 2,2-dimethyl-1,3-propylene glycol dibenzoate